FC(OC=1C=C(C(=NC1)NS(=O)(=O)C1=CNC(=C1)C1=CC=CC=C1)F)F N-[5-(difluoromethoxy)-3-fluoropyridin-2-yl]-5-phenyl-1H-pyrrole-3-sulfonamide